C(C)(C)(C)OC(=O)N1C[C@@H](CCC1)CN1[C@H]([C@H]([C@@H]([C@H](C1)OCC1=CC=CC=C1)OCC1=CC=CC=C1)OCC1=CC=CC=C1)COCC1=CC=CC=C1 (S)-3-(((2s,3r,4r,5s)-3,4,5-tris(benzyloxy)-2-((benzyloxy)methyl)piperidin-1-yl)methyl)piperidine-1-carboxylic acid tert-butyl ester